(19S)-8-bromo-10,19-diethyl-6-fluoro-19-hydroxy-7-methyl-17-oxa-3,13-diazapentacyclo[11.8.0.02,11.04,9.015,20]henicosa-1(21),2,4,6,8,10,15(20)-heptaene-14,18-dione BrC=1C(=C(C=C2N=C3C4=CC=5[C@@](C(OCC5C(N4CC3=C(C12)CC)=O)=O)(O)CC)F)C